6-fluoro-5-((4-(((5-fluoro-2-methyl-3-oxo-3,4-dihydroquinoxalin-6-yl)methyl)amino)bicyclo[2.2.2]octan-1-yl)amino)-N-methylpicolinamide FC1=C(C=CC(=N1)C(=O)NC)NC12CCC(CC1)(CC2)NCC=2C(=C1NC(C(=NC1=CC2)C)=O)F